N-((trans-4-(4-methoxy-3-methylphenyl)cyclohexyl)methyl)cyclohexanecarboxamide COC1=C(C=C(C=C1)[C@@H]1CC[C@H](CC1)CNC(=O)C1CCCCC1)C